2-(4-(1-(benzo[d][1,3]dioxol-5-yl)ethyl)piperazin-1-yl)-4-methylthiazole O1COC2=C1C=CC(=C2)C(C)N2CCN(CC2)C=2SC=C(N2)C